CN(C=1N=C(C(=NC1CC)C(=O)N)NC1=CC(=CC=C1)CCNC([C@H](C)N(C(\C=C\CN(C)C)=O)C)=O)C (S,E)-5-(dimethylamino)-3-((3-(2-(2-(4-(dimethylamino)-N-methylbut-2-enamido)propanamido)ethyl)phenyl)amino)-6-ethylpyrazine-2-carboxamide